4-iodo-1-methyl-N-[(1r,3s)-3-{[6-methyl-2-(trifluoromethyl)quinolin-4-yl]amino}cyclohexyl]-1H-pyrazole-3-carboxamide IC=1C(=NN(C1)C)C(=O)N[C@H]1C[C@H](CCC1)NC1=CC(=NC2=CC=C(C=C12)C)C(F)(F)F